ClC1=CC=C(C(=C1NC(=O)C1=CN=C(S1)NC1=NN(C=C1)C)F)OC N-(6-chloro-2-fluoro-3-methoxy-phenyl)-2-[(1-methylpyrazol-3-yl)amino]thiazole-5-carboxamide